(RS)-4-Ethoxy-N-(4-pyrrolidin-3-yl-phenyl)-benzamide C(C)OC1=CC=C(C(=O)NC2=CC=C(C=C2)[C@@H]2CNCC2)C=C1 |r|